2-(4-bromoisothiazol-5-yl)-1-naphthonitrile BrC=1C=NSC1C1=C(C2=CC=CC=C2C=C1)C#N